C(C)(C)(C)OC(=O)N1CC2(CC2)[C@@H]([C@@H]1CC=1C(=C(C=CC1)C1=CC(=CC(=C1)F)F)F)NS(=O)(=O)CF (6S,7S)-7-((fluoromethyl)sulphonamido)-6-((2,3',5'-trifluoro-[1,1'-biphenyl]-3-yl)methyl)-5-azaspiro[2.4]heptane-5-carboxylic acid tert-butyl ester